4-azido-2-chloro-1-methoxybenzene N(=[N+]=[N-])C1=CC(=C(C=C1)OC)Cl